ClC1=C(C(=CC=C1)F)C1=CC(=C2C(=N1)CNC2=O)NC2=CC=C(C=N2)CC(=O)OC methyl 2-(6-((2-(2-chloro-6-fluorophenyl)-5-oxo-6,7-dihydro-5H-pyrrolo[3,4-b]pyridin-4-yl)amino)pyridin-3-yl)acetate